IC1=CC(=C(C=C1)C1CCC(CC1)N1CCN(CC1)C(=O)OC(C)(C)C)OC tert-butyl 4-(4-(4-iodo-2-methoxyphenyl)cyclohexyl)piperazine-1-carboxylate